CC(C)C(C#CC(C(C)C)(O)C)(O)C 2,3,6,7-tetramethyl-4-octyne-3,6-diol